1-methyl-N-{2-oxo-1-[cis-4-[(3-methoxy-4-methylphenyl)carbamoyl]cyclohexyl]-2,3-dihydro-1H-1,3-benzodiazol-4-yl}-1H-imidazole-2-carboxamide CN1C(=NC=C1)C(=O)NC1=CC=CC=2N(C(NC21)=O)[C@@H]2CC[C@@H](CC2)C(NC2=CC(=C(C=C2)C)OC)=O